N-(7-chloro-6-((R)-1-methoxypropan-2-yl)isoquinolin-3-yl)-2-(pyridin-2-yl)cyclopropane-1-carboxamide ClC1=C(C=C2C=C(N=CC2=C1)NC(=O)C1C(C1)C1=NC=CC=C1)[C@H](COC)C